N1=CC=C(C=C1)C=1C=C(C=C(C1)C1=CC=NC=C1)CO (3,5-di(pyridin-4-yl)phenyl)methanol